C1(CC1)C1=CC=C(C=C1)NC(=O)[C@@H]1N(C[C@H](C1)F)CC1=NC=CC(=C1OC)OC (2R,4S)-N-(4-cyclopropylphenyl)-1-((3,4-dimethoxypyridin-2-yl)methyl)-4-fluoropyrrolidine-2-carboxamide